4-(2-hydrazineylpyrido[2,3-d]pyrimidin-4-yl)morpholine N(N)C=1N=C(C2=C(N1)N=CC=C2)N2CCOCC2